1-[(2-methyl-1H-imidazol-5-yl)methyl]-2'-(quinolin-3-yl)-5',6'-dihydrospiro[azetidine-3,4'-pyrrolo[1,2-b]pyrazole] CC=1NC(=CN1)CN1CC2(CCN3N=C(C=C32)C=3C=NC2=CC=CC=C2C3)C1